ClC1=C(C=CC=C1C1=NC=CC(=C1Cl)C1=NC(=C(C=C1)CNC[C@H]1NC(CC1)=O)OC)NC=1C(=C(CN2CC3(C2)NC(CC3)=O)C=CC1)OC (S)-2-(3-((2-chloro-3-(3'-chloro-6-methoxy-5-((((5-oxopyrrolidin-2-yl)methyl)amino)methyl)-[2,4'-bipyridin]-2'-yl)phenyl)amino)-2-methoxybenzyl)-2,5-diazaspiro[3.4]octan-6-one